O1[PH2](OCC2OCC(O[PH2](OCC3C1CCO3)[S-])C2)[S-] octahydro-2H,10H,12H-5,8-methano-2λ5,10λ5-furo[3,2-l][1,3,6,9,11,2,10]pentaoxadiphosphacyclotetradecine-2,10-bis(Thiolate)